CS(=O)(=O)[O-].C(CCCCCC)[N+]1(CCCC1)C 1-Heptyl-1-methylpyrrolidinium methansulfonat